3-amino-1-((1R,3s,5S)-3-((6-(2-hydroxy-4-(1H-pyrazol-4-yl)phenyl)pyridazin-3-yl)(methyl)amino)-8-azabicyclo[3.2.1]octan-8-yl)propan-1-one NCCC(=O)N1[C@H]2CC(C[C@@H]1CC2)N(C)C=2N=NC(=CC2)C2=C(C=C(C=C2)C=2C=NNC2)O